bis(2-butyloctyl) 10-((4-(dimethylamino)butyl)amino)nonadecanedioate CN(CCCCNC(CCCCCCCCC(=O)OCC(CCCCCC)CCCC)CCCCCCCCC(=O)OCC(CCCCCC)CCCC)C